NC1=C2C(=NC=N1)N(N=C2I)CC(C)(O)C 1-(4-amino-3-iodo-1H-pyrazolo[3,4-d]pyrimidin-1-yl)-2-methylpropan-2-ol